ClC=1C(=C(C=NC1C#N)C1=NC=CC=C1)C 5'-chloro-4'-methyl-[2,3'-bipyridine]-6'-carbonitrile